ClC1=C(CN2OCC(C2=O)(C)C)C=CC(=C1)Cl 2-(2,4-dichlorobenzyl)-4,4-dimethyl-1,2-oxazolidine-3-one